(Z)-1-(4-chloro-2-fluorophenyl)-N-((5-(difluoromethyl)-1-(2-(methylsulfonyl)ethyl)-1H-pyrazole-3-carbonyl)oxy)cyclopropane-1-carboximidamide ClC1=CC(=C(C=C1)C1(CC1)/C(/NOC(=O)C1=NN(C(=C1)C(F)F)CCS(=O)(=O)C)=N/[H])F